C(C)[C@H]1N(C[C@@H](NC1)CC)C(C)C1=C(C=C(C=C1)C(F)(F)F)F (2r,5s)-2,5-diethyl-1-(1-(2-fluoro-4-(trifluoromethyl)phenyl)ethyl)piperazine